IC=1[C@@H]2[C@@H]3[C@@H]4CCCC[C@@]4(C1)OC2([C@H](C3)[C@@H]3N[C@@H](CCC3)C)C (2R,6R)-2-((2R,3aR,5aR,9aS,9bS)-4-iodo-3-methyl-1,2,3,3a,6,7,8,9,9a,9b-decahydro-3,5a-epoxycyclopenta[a]naphthalen-2-yl)-6-methylpiperidine